C([O-])([O-])=O.[Ba+2].[Pd+2].C([O-])([O-])=O palladium-barium carbonate